tert-Butyl 3-(Butylpentadecylamino)-7-methoxy-10H-phenothiazin-10-carboxylate C(CCC)N(C=1C=CC=2N(C3=CC=C(C=C3SC2C1)OC)C(=O)OC(C)(C)C)CCCCCCCCCCCCCCC